S(=O)(=O)(O)O.O1CCO1 oxyethylene ether sulfate